CN1N=C2C=C(C=CC2=C1C)N(C1=NC=NC=C1)C 4-((2,3-dimethyl-2H-indazol-6-yl)(methyl)amino)pyrimidin